N=1N(N=CC1)[C@@H]1[C@@H](CC1)C=1C=C(N)C=CC1Cl 3-(cis-2-(2H-1,2,3-triazol-2-yl)cyclobutyl)-4-chloroaniline